[1,2]Thiazolo[4,5-b]Pyridin-3-yl trifluoromethanesulfonate FC(S(=O)(=O)OC1=NSC=2C1=NC=CC2)(F)F